O=C1N(CCC(N1)=O)C1=NN(C2=C(C(=CC=C12)N1CCN(CC1)C[C@@H]1CN(CC1)C(=O)OC(C)(C)C)F)C tert-butyl (R)-3-((4-(3-(2,4-dioxotetrahydropyrimidin-1(2H)-yl)-7-fluoro-1-methyl-1H-indazol-6-yl)piperazin-1-yl)methyl)pyrrolidine-1-carboxylate